(E)-4-(dimethylamino)-N-((E)-1-((pentyloxy)imino)-2,3-dihydro-1H-inden-5-yl)but-2-enamide CN(C/C=C/C(=O)NC=1C=C2CC\C(\C2=CC1)=N/OCCCCC)C